benzyl {2-[({[(2S,5R)-6-benzyloxy-7-oxo-1,6-diazabicyclo[3.2.1]oct-2-yl]carbonyl}-amino)oxy]ethyl}carbamate C(C1=CC=CC=C1)ON1[C@@H]2CC[C@H](N(C1=O)C2)C(=O)NOCCNC(OCC2=CC=CC=C2)=O